(1s,3s)-N1-(5-(oxazol-2-yl)-1H-pyrrolo[2,3-b]pyridin-4-yl)cyclobutane-1,3-diamine O1C(=NC=C1)C=1C(=C2C(=NC1)NC=C2)NC2CC(C2)N